C(C)C1=CC(=C(C(=C1)F)C#CC1=CC2=C(S1)C=C(S2)C2=CC=C(C=C2)CCC)F 2-[(4-ethyl-2,6-difluorophenyl)ethynyl]-5-(4-propylphenyl)thieno[3,2-b]thiophene